N-(4-(2-cyclopropoxyethoxy)-2-methoxyphenyl)-7-(difluoromethyl)quinolin-4-amine C1(CC1)OCCOC1=CC(=C(C=C1)NC1=CC=NC2=CC(=CC=C12)C(F)F)OC